O1CCC(C2=CC=CC=C12)NC1=NC(=NC(=N1)N)C1=CC=C2C=NN(C2=C1)C1OCCCC1 N2-chroman-4-yl-6-(1-tetrahydropyran-2-yl-indazol-6-yl)-1,3,5-triazine-2,4-diamine